FC1(C(CN(CC1)C1=NC2=CC=C(C=C2C=C1C(=O)O)F)C)F 2-(4,4-difluoro-3-methylpiperidin-1-yl)-6-fluoroquinoline-3-carboxylic acid